C(C)(C)(C)OC(=O)N1C[C@H](N(CC1)C=1C=CC(=NC1C#N)C=1C(=NC=CC1)OCC)CC (3R)-4-{6-cyano-2'-ethoxy-[2,3'-bipyridyl]-5-yl}-3-ethylpiperazine-1-carboxylic acid tert-butyl ester